CC1OC(=C(C1=O)OC)C 2,5-dimethyl-4-methoxy-3(2H)-furanone